hexamethyl-1,3,5-triazine-2,4,6-triamine CN(C1=NC(=NC(=N1)N(C)C)N(C)C)C